methyl (S)-2-(2-(2-(4-(6-((tert-butoxycarbonyl)amino)hexanamido)piperidin-1-yl)thiazole-4-carboxamido)-3-hydroxypropanamido)acrylate C(C)(C)(C)OC(=O)NCCCCCC(=O)NC1CCN(CC1)C=1SC=C(N1)C(=O)N[C@H](C(=O)NC(C(=O)OC)=C)CO